C(C)C1=NN(C2=C1C(NCC1(CCOCC1)C2)=O)C[C@H](COC(C2=C(C(=CC=C2)F)Cl)=O)C 2-Chloro-3-fluoro-benzoic acid [(2R)-3-(3-ethyl-4-oxo-spiro[6,8-dihydro-5H-pyrazolo[4,3-c]azepin-7,4'-tetrahydropyran]-1-yl)-2-methyl-propyl] ester